6-((2-((4aS,7aS)-hexahydropyrrolo[3,4-b][1,4]oxazin-6(2H)-yl)-1H-benzo[d]imidazol-1-yl)methyl)nicotinonitrile O1[C@@H]2[C@@H](NCC1)CN(C2)C2=NC1=C(N2CC2=NC=C(C#N)C=C2)C=CC=C1